(R)-N-ethyl-N-(2,2,2-trifluoro-1-(4-fluorophenyl)ethyl)-[1,2,4]triazolo[1,5-a]pyridine-2-sulfonamide C(C)N(S(=O)(=O)C1=NN2C(C=CC=C2)=N1)[C@@H](C(F)(F)F)C1=CC=C(C=C1)F